3-Amino-N-methyl-5-(1-methyl-1H-pyrazol-4-yl)benzenesulfonamide NC=1C=C(C=C(C1)C=1C=NN(C1)C)S(=O)(=O)NC